4-(1-(2-Chloro-4-(4-(dimethylamino)-piperidin-1-yl)-phenyl)-1H-imidazol-4-yl)-N-(1-(methylsulfonyl)-piperidin-4-yl)-5-(trifluoromethyl)-pyrimidin-2-amine ClC1=C(C=CC(=C1)N1CCC(CC1)N(C)C)N1C=NC(=C1)C1=NC(=NC=C1C(F)(F)F)NC1CCN(CC1)S(=O)(=O)C